C1(CCCC1)NC(N)=O 3-cyclopentylurea